(2,5-diethylfuran-3-yl)carbamic acid tert-butyl ester C(C)(C)(C)OC(NC1=C(OC(=C1)CC)CC)=O